C(C)(C)C=1C=C(CNC2=NC=C(C=N2)C(=O)N2CCCC2)C=C(C1)OC(F)(F)F (2-((3-isopropyl-5-(trifluoromethoxy)benzyl)amino)pyrimidin-5-yl)(pyrrolidin-1-yl)methanone